2-butyl-1,3-propanediol dibenzoate C(C1=CC=CC=C1)(=O)OCC(COC(C1=CC=CC=C1)=O)CCCC